3-fluoro-1-((2-(trimethylsilyl)ethoxy)methyl)-1H-pyrazol FC1=NN(C=C1)COCC[Si](C)(C)C